(E)-6-(4-fluorobenzylidene)-6,7,8,9-tetrahydro-11H-pyrido[2,1-b]quinazolin-11-one FC1=CC=C(\C=C\2/CCCN3C2=NC2=CC=CC=C2C3=O)C=C1